COC=1C=C(C=CC1OC)C1=CC=NC=2N1N=C(C2)C(=O)NC2=CC=C(C(=O)OCCCN1CCCC1)C=C2 3-(pyrrolidin-1-yl)propyl 4-(7-(3,4-dimethoxyphenyl)pyrazolo[1,5-a]pyrimidine-2-carboxamido)benzoate